F[C@@H]1CN(C[C@H]1F)C(=O)C1=CC=C(C=2N1C(N(N2)CC=2C=NC(=CC2)C(F)(F)F)=O)C(F)(F)F |r| 5-{[(3RS,4RS)-3,4-Difluoropyrrolidin-1-yl]carbonyl}-8-(trifluoromethyl)-2-{[6-(trifluoromethyl)pyridin-3-yl]methyl}[1,2,4]triazolo[4,3-a]pyridin-3(2H)-one